2-(3,5-dimethoxyphenyl)-5,6-dihydroxybenzofuran COC=1C=C(C=C(C1)OC)C=1OC2=C(C1)C=C(C(=C2)O)O